(1r,2s,5r)-5-methyl-2-(1-methyl-vinyl)-cyclohexanol 1-acetate C(C)(=O)O[C@H]1[C@@H](CC[C@H](C1)C)C(=C)C